2-[(2-methoxy-4-{6-oxo-2H,4H,5H,6H,7H-pyrazolo[3,4-b]pyridin-4-yl}phenoxy)methyl]benzoic acid ethyl ester C(C)OC(C1=C(C=CC=C1)COC1=C(C=C(C=C1)C1C=2C(NC(C1)=O)=NNC2)OC)=O